(5-tert-butyl-4-methyl-thiazol-2-yl)-3-[[6-(5-methyl-1,2,4-oxadiazol-3-yl)quinazolin-4-yl]amino]propionamide formate C(=O)O.C(C)(C)(C)C1=C(N=C(S1)C(C(=O)N)CNC1=NC=NC2=CC=C(C=C12)C1=NOC(=N1)C)C